C(N1C=CC2=CC(=CC=C12)C1=C(N=C2N1C=CC=N2)C2=NC(=CC=C2)C)([2H])([2H])[2H] 3-(1-(methyl-d3)-1H-indol-5-yl)-2-(6-methylpyridin-2-yl)imidazo[1,2-a]pyrimidine